O1C(=CC=C1)CN(CCC=1SC(=C(N1)C(F)(F)F)C(=O)NC(C)C1=CC(=CC=C1)C=1C=NC=CC1)C 2-[2-[(2-furanylmethyl)methylamino]ethyl]-N-[1-[3-(3-pyridinyl)phenyl]ethyl]-4-(trifluoromethyl)-5-thiazolecarboxamide